FC1=C(CN2C(N(C(C=C2NC2=CC3=CN(N=C3C=C2Cl)C)=O)CC=2N=NNN2)=O)C=C(C(=C1)F)F 1-(2,4,5-trifluorobenzyl)-3-((2H-tetrazol-5-yl)methyl)-6-(6-chloro-2-methyl-2H-indazol-5-ylamino)pyrimidine-2,4(1H,3H)-dione